(1S,2S)-2-(((3-fluoro-5-methoxy-2',2''-dimethyl-3''-(pyrido[3,4-b]pyrazin-5-ylamino)-[1,1':3',1''-terphenyl]-4-yl)methyl)amino)cyclopentan-1-ol FC=1C=C(C=C(C1CN[C@@H]1[C@H](CCC1)O)OC)C1=C(C(=CC=C1)C1=C(C(=CC=C1)NC1=NC=CC=2C1=NC=CN2)C)C